Cl.NC=1C=CC(=NC1)C=1N=NN(C1NC(O[C@H](C)C=1C(=NC=CC1)Cl)=O)C (R)-1-(2-chloropyridin-3-yl)ethyl (4-(5-aminopyridin-2-yl)-1-methyl-1H-1,2,3-triazol-5-yl)carbamate hydrochloride